BrC1=C(C=CC(=C1)Cl)N(C(=O)C1CC(N(CC1)C(=O)OC(C)(C)C)C)C tert-butyl 4-[(2-bromo-4-chloro-phenyl)-methyl-carbamoyl]-2-methyl-piperidine-1-carboxylate